COC(=O)C=1C=C(C(=CC1)F)C1=C(C=C(C=C1)Br)O 4'-bromo-6-fluoro-2'-hydroxy-[1,1'-biphenyl]-3-carboxylic acid methyl ester